((R)-1-(2,2,2-trifluoroethyl)pyrrolidin-3-yl)acetate FC(CN1C[C@H](CC1)CC(=O)[O-])(F)F